n-propyl 2-carboxy-4-hydroxy-α-cyanocinnamate C(=O)(O)C1=C(C=C(C(=O)OCCC)C#N)C=CC(=C1)O